[K+].C(=C)C1=C(C=CC=C1)B([O-])[O-].[K+] 2-vinylphenylboronic acid potassium salt